3-(2-(tert-butyldisulfaneyl)-2-(2-hydroxyethoxy)ethoxy)benzoic acid C(C)(C)(C)SSC(COC=1C=C(C(=O)O)C=CC1)OCCO